CC1=CC=C(C=C1)S(=O)(=O)ON=C1SC=CC1=C(C#N)C1=C(C=CC=C1)C 2-[2-(4-methylphenylsulfonyloxyimino)-2,3-dihydrothiophen-3-ylidene]-2-(2-methylphenyl)acetonitrile